1-iodo-4-(4-pentylcyclohexyl)benzene IC1=CC=C(C=C1)C1CCC(CC1)CCCCC